ditridecyl thiodipropionate (ditridecyl thiodipropionate) C(CCCCCCCCCCCC)C(C(=O)O)(CSCCC(=O)O)CCCCCCCCCCCCC.S(CCC(=O)OCCCCCCCCCCCCC)CCC(=O)OCCCCCCCCCCCCC